OC=1C=CC=C2C=CC=C(C12)CC(=O)C1=CC=C(C=C1)[N+](=O)[O-] 2-(8-hydroxynaphthalen-1-yl)-1-(4-nitrophenyl)ethan-1-one